2-(Pyridin-2-yl)-2,6-dihydro-1H-pyrrolo[3,4-d]pyridazin-1-one N1=C(C=CC=C1)N1N=CC=2C(C1=O)=CNC2